6-fluoro-3,6-dihydrooxathiine 2,2-dioxide FC1C=CCS(O1)(=O)=O